C(=C)C1=CC=C(C=C1)OB([O-])[O-] (4-vinylphenyl)borate